Sodium (2S,5R)-2-(N-(2-(1H-imidazol-1-yl) acetyl) carbamimidoyl)-7-oxo-1,6-diazabicyclo[3.2.1]octan-6-yl sulfate S(=O)(=O)(ON1[C@@H]2CC[C@H](N(C1=O)C2)C(NC(CN2C=NC=C2)=O)=N)[O-].[Na+]